3-(4-((2-((3-(4-(4-(8-bromoquinoxalin-2-yl)-1H-pyrazol-1-yl)piperidin-1-yl)phenyl)amino)pyrimidin-4-yl)amino)-1-oxoisoindolin-2-yl)piperidine-2,6-dione BrC=1C=CC=C2N=CC(=NC12)C=1C=NN(C1)C1CCN(CC1)C=1C=C(C=CC1)NC1=NC=CC(=N1)NC1=C2CN(C(C2=CC=C1)=O)C1C(NC(CC1)=O)=O